CS(=O)(=O)C1=CC=C(C=C1)C12CC(C1)(C2)C2CNC2 3-[3-(4-methylsulfonylphenyl)-1-bicyclo[1.1.1]-pentanyl]azetidine